3-[N-(9,9-dimethyl-9H-fluoren-2-yl)-N-(9-phenylcarbazol-3-yl)amino]-9-phenylcarbazole CC1(C2=CC=CC=C2C=2C=CC(=CC12)N(C=1C=CC=2N(C3=CC=CC=C3C2C1)C1=CC=CC=C1)C=1C=CC=2N(C3=CC=CC=C3C2C1)C1=CC=CC=C1)C